(E)-2-methyl-3-(5-(3-chloro-4-cyanophenyl)thiophen-2-yl)acrylic acid C/C(/C(=O)O)=C\C=1SC(=CC1)C1=CC(=C(C=C1)C#N)Cl